FC1=C(C=N[S@](=O)C(C)(C)C)C=C(C=C1)OC1CCOCC1 (R)-N-(2-fluoro-5-((tetrahydro-2H-pyran-4-yl)oxy)benzylidene)-2-methylpropane-2-sulfinamide